BrC=1C=CC2=C(N=C(S2)CC(C(C)C)O)C1 (5-Bromobenzothiazol-2-yl)-3-methylbutan-2-ol